tert-butyl (2R)-2-(difluoromethyl)pyrrolidine-1-carboxylate FC([C@@H]1N(CCC1)C(=O)OC(C)(C)C)F